4-((7-(3-(2H-tetrazol-5-yl)phenyl)-7-azaspiro[3.5]non-2-ylidene)methyl)-5-cyclopropyl-3-(2,6-dichlorophenyl)isoxazole N=1NN=NC1C=1C=C(C=CC1)N1CCC2(CC(C2)=CC=2C(=NOC2C2CC2)C2=C(C=CC=C2Cl)Cl)CC1